5-chloro-2-(difluoromethoxy)pyridine-3-carbohydrazide ClC=1C=C(C(=NC1)OC(F)F)C(=O)NN